9,10-Dihexanoyloxystearic acid C(CCCCC)(=O)OC(CCCCCCCC(=O)O)C(CCCCCCCC)OC(CCCCC)=O